[Fe](Cl)Cl.C1(C=CC=C1)=[P-](C1=CC=CC=C1)C1=CC=CC=C1.C1(C=CC=C1)=[P-](C1=CC=CC=C1)C1=CC=CC=C1.[Pd+4] palladium(4+) bis((cyclopenta-2,4-dien-1-ylidene)diphenylphosphanuide) iron dichloride